(2S)-2-[9H-fluoren-9-ylmethoxycarbonyl(methyl)amino]-3-tetrahydropyran-2-yloxy-propanoic acid C1=CC=CC=2C3=CC=CC=C3C(C12)COC(=O)N([C@H](C(=O)O)COC1OCCCC1)C